tert-Butyl-3-(hydroxymethyl)-3,4-dihydroisoquinoline C(C)(C)(C)C1=NC(CC2=CC=CC=C12)CO